1-((1r,4r)-4-(5-(6-(3-cyanopyrrolo[1,2-b]pyridazin-7-yl)-4-(isopropylamino)pyridin-3-yl)-1,3,4-thiadiazol-2-yl)cyclohexyl)-3-methylurea C(#N)C1=CC=2N(N=C1)C(=CC2)C2=CC(=C(C=N2)C2=NN=C(S2)C2CCC(CC2)NC(=O)NC)NC(C)C